(R)-N-((S)-(2,3-dichloro-6-fluoro-5-methoxyphenyl)(4-fluoro-bicyclo[2.2.1]hept-1-yl)methyl)-2-methylpropane-2-sulfinamide ClC1=C(C(=C(C=C1Cl)OC)F)[C@@H](N[S@](=O)C(C)(C)C)C12CCC(CC1)(C2)F